2-[6-(4-amino-4-methyl-piperidin-1-yl)-pyridazin-3-yl]-5-pyrazol-1-yl-phenol NC1(CCN(CC1)C1=CC=C(N=N1)C1=C(C=C(C=C1)N1N=CC=C1)O)C